ClC=1C=C2C3(C(NC2=CC1)=O)CC3 5'-chlorospiro[cyclopropane-1,3'-indoline]-2'-one